OC1=C(C(=C(C(=C1C(C(=O)O)C)O)O)O)O pentahydroxyphenylpropionic acid